O=C1C(N(CCC1)C(=O)N)=O diketopiperidinecarboxamide